ClC1=C(C=CC=C1C1=NC=CC(=C1Cl)C1=NC(=C(C=C1)CNCC1NC(CC1)=O)OC)NC(C1=NC=C(C(=C1)OC)CNCC(C)O)=O N-(2-chloro-3-(3'-chloro-6-methoxy-5-((((5-oxopyrrolidin-2-yl)methyl)amino)methyl)-[2,4'-bipyridin]-2'-yl)phenyl)-5-(((2-hydroxypropyl)amino)methyl)-4-methoxypicolinamide